2-(10-propenoyl-3-(8-chloro-3-hydroxynaphthalen-1-yl)-4-fluoro-7-methyl-8-oxo-8,8a,9,10,11,12-hexahydro-7H-pyrazino[1',2':4,5]pyrazino[2,3-c][1,6]naphthyridin-11-yl)acetonitrile C(C=C)(=O)N1CC2N(C3=C(C=NC4=C(C(=NC=C34)C3=CC(=CC4=CC=CC(=C34)Cl)O)F)N(C2=O)C)CC1CC#N